6-(4,4-Difluoro-piperidin-1-yl)-3-(((S)-10-hydroxy-7-((R)-2-phenylpiperazine-1-carbonyl)-7-aza-spiro[4.5]decan-10-yl)methyl)pyrimidin-4(3H)-one FC1(CCN(CC1)C1=CC(N(C=N1)C[C@@]1(CCN(CC12CCCC2)C(=O)N2[C@@H](CNCC2)C2=CC=CC=C2)O)=O)F